3-(4-chlorophenyl)-5,6,7,8-tetrahydropyrido[1,2-a]purin-10(3H)-one ClC1=CC=C(C=C1)N1C=2N=C3N(C(C2N=C1)=O)CCCC3